tert-butyl 4-[(6-hydroxy-4-oxo-quinazolin-3-yl)methyl]piperidine-1-carboxylate OC=1C=C2C(N(C=NC2=CC1)CC1CCN(CC1)C(=O)OC(C)(C)C)=O